IC=1C=CC(=NC1)N[C@@H]1C[C@H](CC1)NC=1N=NC(=CN1)C (1S,3S)-N-(5-iodopyridin-2-yl)-N3-(6-methyl-1,2,4-triazin-3-yl)cyclopentane-1,3-diamine